3-(4-amino-3-nitrophenyl)-2-(1-(4-bromophenyl)-3-(4-fluorophenyl)-1H-pyrazol-4-yl)oxazolidin-4-one NC1=C(C=C(C=C1)N1C(OCC1=O)C=1C(=NN(C1)C1=CC=C(C=C1)Br)C1=CC=C(C=C1)F)[N+](=O)[O-]